C(C)(C)(C)OOC1(CC(CC(C1)C)(C)C)OOC(C)(C)C 1,1-di-(tert-butyl-peroxy)-3,3,5-trimethylcyclohexane